3-(4-phenoxyphenyl)-4-(3-propionamidophenoxy)picolinamide O(C1=CC=CC=C1)C1=CC=C(C=C1)C=1C(=NC=CC1OC1=CC(=CC=C1)NC(CC)=O)C(=O)N